methyl (((6-(((((S)-1-methoxy-1-oxopropan-2-yl)amino) (propyl)phosphoryl)oxy)-3'-methyl-4-pentyl-[1,1'-biphenyl]-2-yl)oxy)(propyl)phosphoryl)-L-alaninate COC([C@H](C)NP(=O)(CCC)OC1=CC(=CC(=C1C1=CC(=CC=C1)C)OP(=O)(CCC)N[C@@H](C)C(=O)OC)CCCCC)=O